2,5-dihydrothiazole S1CN=CC1